BrC=1C(=NC(=NC1)NC1=C(C=C(C(=C1)N1N=CC=C1)N1CCOCC1)OC)NC=1C(=C2N=CC=NC2=CC1)P(C)C (6-((5-bromo-2-((2-methoxy-4-morpholino-5-(1H-pyrazol-1-yl)phenyl)amino)pyrimidin-4-yl)amino)quinoxalin-5-yl)dimethylphosphine